2-{2-[(2,5-Dimethylphenoxy)methyl]phenyl}-2-methoxy-N-methylacetamid CC1=C(OCC2=C(C=CC=C2)C(C(=O)NC)OC)C=C(C=C1)C